C(C(=C)C)(=O)O.[Hf] hafnium METHACRYLIC ACID